(R)-2-(5-methylthiazol-2-yl)but-3-yn-2-ol CC1=CN=C(S1)[C@@](C)(C#C)O